C1(=CC=CC=C1)OP(=O)(OC1=CC=CC=C1)CC1=C(C=CC(=C1)OCC1=CC=CC=C1)O 2-(diphenylphosphonomethyl)-4-benzyloxyphenol